OC1=C(CNC2=C3N=CN(C3=NC=N2)[C@H]2[C@@H](O)[C@H](O)[C@H](O2)CO)C=CC=C1OC 6-(2-Hydroxy-3-methoxybenzylamino)-9-β-D-arabinofuranosylpurin